1-(tert-butyl) 3-methyl 3-(6-chloropyridin-2-yl)-4-oxopiperidine-1,3-dicarboxylate ClC1=CC=CC(=N1)C1(CN(CCC1=O)C(=O)OC(C)(C)C)C(=O)OC